methyl 8-(2-amino-1-hydroxyethyl)-2-methylimidazo[1,2-a]pyridine-6-carboxylate NCC(O)C=1C=2N(C=C(C1)C(=O)OC)C=C(N2)C